1-(1-(1-(2-fluoroacryloyl)azetidin-3-yl)-3-(4-(trifluoromethyl)phenyl)-1H-pyrazolo[4,3-b]pyridin-7-yl)-3-hydroxypyrrolidin-2-one FC(C(=O)N1CC(C1)N1N=C(C2=NC=CC(=C21)N2C(C(CC2)O)=O)C2=CC=C(C=C2)C(F)(F)F)=C